tert-butyl ((1-(4-(bromomethyl)phenyl)-3-(trifluoromethyl)-1H-pyrazol-5-yl) methyl)(methyl)carbamate BrCC1=CC=C(C=C1)N1N=C(C=C1CN(C(OC(C)(C)C)=O)C)C(F)(F)F